N=1N(N=CC1)C1=CC=C(C=N1)OC1=CC=C(C=C1)C(C)C 2-(4-((6-(2H-1,2,3-triazol-2-yl)pyridin-3-yl)oxy)phenyl)propane